dimethyl-(6-((2-((6-(1-methyl-1H-pyrazol-4-yl)-5-(4-morpholino-piperidin-1-yl)chroman-8-yl)amino)-7H-pyrrolo[2,3-d]pyrimidin-4-yl)amino)quinoxalin-5-yl)phosphine oxide CP(C1=C2N=CC=NC2=CC=C1NC=1C2=C(N=C(N1)NC=1C=C(C(=C3CCCOC13)N1CCC(CC1)N1CCOCC1)C=1C=NN(C1)C)NC=C2)(C)=O